(3R)-N-(2,5-dimethoxyphenyl)-4-methyl-3-(thiazol-2-yl)-3-(p-tolyl)pyrrolidine-1-carboxamide COC1=C(C=C(C=C1)OC)NC(=O)N1C[C@@](C(C1)C)(C1=CC=C(C=C1)C)C=1SC=CN1